C(C1=CC=CC=C1)OC=1C=C2C3=C(NC2=CC1)C=NC(=C3COC)C(=O)N(C)C 6-benzyloxy-4-(methoxymethyl)-N,N-dimethyl-9H-pyrido[3,4-b]indole-3-carboxamide